NC1=CC=C(OCC(COCC)O)C=C1 1-(4-Aminophenoxy)-3-ethoxypropan-2-ol